C(#N)C(C1=CC=CC=C1)C1=NN(C=C1C1=C2C(=NC=C1)NC(N2)=O)C(=O)N (cyano(phenyl)methyl)-4-(2,3-dihydro-2-oxo-1H-imidazo[4,5-b]pyridin-7-yl)-1H-pyrazole-1-carboxamide